6-((6-methoxy-2-oxo-7-phenyl-2,3-dihydro-1H-imidazo[4,5-c]pyridin-1-yl)methyl)pyridine-3-sulfonamide COC1=C(C2=C(C=N1)NC(N2CC2=CC=C(C=N2)S(=O)(=O)N)=O)C2=CC=CC=C2